C(O)C(C(=O)OC(C(C)(CO)CO)=O)(C)CO ls-2,2-dimethylolpropionic anhydride